2-Tert-butyl-thiazole-5-carboxylic acid C(C)(C)(C)C=1SC(=CN1)C(=O)O